3,5-difluoropyridine-4-carboxylic acid FC=1C=NC=C(C1C(=O)O)F